6-ethyl-4a-phenyloctahydro-2H-benzo[b][1,4]oxazine formate C(=O)O.C(C)C1CC2(C(OCCN2)CC1)C1=CC=CC=C1